N1(C=NC=C1)CC1=C(C=CC=C1)CN1C=NC=C1 1,2-bis((1H-imidazole-1-yl)methyl)benzene